3-((1-Oxo-6-(1H-pyrazol-4-yl)isoquinolin-2(1H)-yl)methyl)-N-phenylbenzamide O=C1N(C=CC2=CC(=CC=C12)C=1C=NNC1)CC=1C=C(C(=O)NC2=CC=CC=C2)C=CC1